3-bromo-5-(1-(tetrahydro-2H-pyran-4-yl)-1H-pyrazol-4-yl)pyridin-2-amine BrC=1C(=NC=C(C1)C=1C=NN(C1)C1CCOCC1)N